COC=1N=CC(=NC1)C(C)O (5-methoxypyrazin-2-yl)ethan-1-ol